BrC1=C2C=CN(C2=CC(=C1)F)S(=O)(=O)C 4-bromo-6-fluoro-1-(methylsulfonyl)-1H-indole